NC=1C2=C(N=CN1)N(C(=C2C2=CCC(CC2)C(=O)N2CCCC21COCC1)C1=CC=C(C=C1)NC(C(=C)C)=O)C N-{4-[4-amino-7-methyl-5-(4-{7-oxa-1-azaspiro[4.4]nonane-1-carbonyl}cyclohex-1-en-1-yl)-7H-pyrrolo[2,3-d]pyrimidin-6-yl]phenyl}-2-methylprop-2-enamide